2-(2,3-dihydrobenzo[b][1,4]dioxin-6-yl)-N-(2-(3-methyl-1H-1,2,4-triazol-5-yl)thiophen-3-yl)acetamide O1C2=C(OCC1)C=C(C=C2)CC(=O)NC2=C(SC=C2)C2=NC(=NN2)C